[1-(morpholin-4-ylmethyl)cyclopropyl]methanol N1(CCOCC1)CC1(CC1)CO